OC1CCC(CC1)C(=O)N[C@@H]1[C@H](C1)OCCC1=CC=CC=C1 (1r,4S)-4-hydroxy-N-((1S,2S)-2-phenethoxycyclopropyl)cyclohexane-1-carboxamide